4-chloro-6,6-dimethyl-5,6,7,8-tetrahydroquinoline ClC1=CC=NC=2CCC(CC12)(C)C